C(#N)CN(C(=O)C1=CC2=C(N=CN2)C(=C1)C)C1=CC(=C(C=C1)F)OC N-(cyanomethyl)-N-(4-fluoro-3-methoxy-phenyl)-7-methyl-3H-benzimidazole-5-carboxamide